(R)-8-(cyclopentylsulfonyl)-3-(2-(4-(p-tolyl)piperazin-1-yl)ethyl)-2-oxa-8-azaspiro[4.5]decan-1-one C1(CCCC1)S(=O)(=O)N1CCC2(C[C@@H](OC2=O)CCN2CCN(CC2)C2=CC=C(C=C2)C)CC1